NCC(CN1N=CN(C1=O)CC1=CC=C(S1)C=1C=CC(N(C1)C)=O)=C(F)F 5-[5-[[1-[2-(aminomethyl)-3,3-difluoro-allyl]-5-oxo-1,2,4-triazol-4-yl]methyl]-2-thienyl]-1-methyl-pyridin-2-one